5-fluoro-N-(2-fluoro-6-methylphenyl)-4-(3-oxo-5,6,7,8-tetrahydro[1,2,4]triazolo[4,3-a]pyridin-2(3H)-yl)-2-[(2S)-pent-2-yloxy]benzamide FC=1C(=CC(=C(C(=O)NC2=C(C=CC=C2C)F)C1)O[C@@H](C)CCC)N1N=C2N(CCCC2)C1=O